C(CC)C(CCCCC(CC)CC)CCCCC 2-Propylheptyl-4-ethylhexan